[Sc].[Au] gold-scandium